C[C@@H](C[C@H](C=C(C)C)OC)[C@@H]1CC[C@]2([C@]1(CC[C@H]3C2=CC[C@@H]4[C@@]3(CC[C@@H](C4(C)C)O)C)C)C The molecule is a tirucallane triterpenoid that is (13alpha,14beta,17alpha,20S)-lanosta-7,24-diene substituted by a beta-hydroxy group at position 3 and a methoxy group at position 23. It has been isolated from the stem and stem barks of Cornus walteri. It has a role as a plant metabolite. It is an ether, a tirucallane triterpenoid and a secondary alcohol.